3-(1-Acryloylpyrrolidin-3-yl)-7-amino-1-(4-(2,6-difluorophenoxy)phenyl)-1,5-dihydro-4H-pyrazolo[3,4-d]pyridazin-4-on C(C=C)(=O)N1CC(CC1)C1=NN(C=2C(=NNC(C21)=O)N)C2=CC=C(C=C2)OC2=C(C=CC=C2F)F